OC(C=1C=NC(=NC1)N1CC2CCC(C1)N2C(=O)OC(C)(C)C)C2=CC=C(C=C2)B2OC(C(O2)(C)C)(C)C tert-butyl 3-(5-(hydroxy(4-(4,4,5,5-tetramethyl-1,3,2-dioxaborolan-2-yl)phenyl)methyl)pyrimidin-2-yl)-3,8-diazabicyclo[3.2.1]octane-8-carboxylate